2-methyl-1-(4-(1-methyl-2-(4-(methylsulfonyl)phenyl)-4-(trifluoromethyl)-1H-imidazo[4,5-c]pyridin-6-yl)-[1,4'-bipiperidin]-1'-yl)propan-2-ol CC(CN1CCC(CC1)N1CCC(CC1)C1=CC2=C(C(=N1)C(F)(F)F)N=C(N2C)C2=CC=C(C=C2)S(=O)(=O)C)(C)O